Dimethyl-4-(cyclopentyloxy)-5-((2,3-difluoro-6-methoxybenzyl)oxy)-2-fluoroaniline CN(C1=C(C=C(C(=C1)OCC1=C(C(=CC=C1OC)F)F)OC1CCCC1)F)C